[Cl-].C(CCCCCCCCCCC)[N+](CCCCCCCCCCCCCCCCCCC)(C)C dodecyl-dimethyl-(3-hexadecylpropyl)ammonium chloride